6-chloro-2-fluoro-3-methylsulfanyl-pyridine ClC1=CC=C(C(=N1)F)SC